(methylsulfonyl)-2-(5-(p-tolyl)-1H-imidazol-1-yl)pyridineacrylamido-propylmethyldiacetoxysilane CS(=O)(=O)C(C(=O)O[Si](OC(C)=O)(C)CCC)NC(C=CC1(NC=CC=C1)N1C=NC=C1C1=CC=C(C=C1)C)=O